O(S(=O)(=O)C(F)(F)F)C1=CC=C(C2=C1N=C(S2)NC(=O)OC(C)(C)C)F 2-((tert-Butoxycarbonyl) amino)-7-fluorobenzo[d]thiazol-4-yl triflate